C(CCCCCCCCC)O z-decyl alcohol